methyl-4-(3-hydroxy-3-methylbut-1-yn-1-yl)benzoic Acid CC1=C(C(=O)O)C=CC(=C1)C#CC(C)(C)O